(ethoxycarbonyl)-cyanomethylaminomethyl-amino-phosphonium hexafluorophosphate F[P-](F)(F)(F)(F)F.C(C)OC(=O)[PH+](N)CNCC#N